C1(=CC=CC=C1)C=1N=C(N=NC1C1=CC=CC=C1)N(CCCC=O)C(C)C 4-((5,6-diphenyl-1,2,4-triazin-3-yl)(isopropyl)amino)butanal